Tert-butyl (5-ethynyl-1-fluoro-4-(4,4,5,5-tetramethyl-1,3,2-dioxaborolan-2-yl)naphthalen-2-yl)carbamate C(#C)C1=C2C(=CC(=C(C2=CC=C1)F)NC(OC(C)(C)C)=O)B1OC(C(O1)(C)C)(C)C